5-[(1S)-1-methoxyethyl]-1-phenyl-1H-pyrazol-4-amine hydrochloride Cl.CO[C@@H](C)C1=C(C=NN1C1=CC=CC=C1)N